BrC1=C(C=C(C2=C1CCO2)NC(C)=O)C N-(4-bromo-5-methyl-2,3-dihydrobenzofuran-7-yl)acetamide